FC(CN1N=C(C(=C1)NC1=NC=CC(=N1)C1=CC=CC(=N1)C1=NN(C(=C1)C1(C(N(CC1)C)=O)O)COCC[Si](C)(C)C)OC)F 3-(3-(6-(2-((1-(2,2-difluoroethyl)-3-methoxy-1H-pyrazol-4-yl)amino)pyrimidin-4-yl)pyridin-2-yl)-1-((2-(trimethylsilyl)ethoxy)methyl)-1H-pyrazol-5-yl)-3-hydroxy-1-methylpyrrolidin-2-one